1-(benzyloxy)-4-methylbenzaldehyde C(C1=CC=CC=C1)OC1(C=O)CC=C(C=C1)C